5-(4-((3-methyl-5-fluoro-2,4-dioxo-1,2,3,4-tetrahydroquinazolin-7-yl)methyl)piperazin-1-yl)-6-methyl-N-ethylpyridiniumcarboxamide CN1C(NC2=CC(=CC(=C2C1=O)F)CN1CCN(CC1)C=1C=CC=[N+](C1C)C(=O)NCC)=O